BrC1=CC=C(C(=N1)C)C1OCCC(C1)CC(=O)OC methyl 2-(2-(6-bromo-2-methylpyridin-3-yl)tetrahydro-2H-pyran-4-yl)acetate